COC(CN(CCC(C(=O)O)NC(=O)C1(CCOCC1)C1=CC=CC=C1)CCCCC1=NC=2NCCCC2C=C1)C 4-[[2-methoxypropyl]-[4-(5,6,7,8-tetrahydro-1,8-naphthyridin-2-yl)butyl]amino]-2-[(4-phenyltetrahydropyran-4-carbonyl)amino]butanoic acid